N-(3-(2-methoxyphenoxy)propyl)-4-(3-(2-(methylamino)ethoxy)phenoxy)butan-1-amine COC1=C(OCCCNCCCCOC2=CC(=CC=C2)OCCNC)C=CC=C1